3-(3,4-dimethylpiperazin-1-yl)propanamide CC1CN(CCN1C)CCC(=O)N